3-(dimethylamino)-1-(naphthalene-1-yl)-1-propanone hydrochloride Cl.CN(CCC(=O)C1=CC=CC2=CC=CC=C12)C